(R)-3-hydroxy-N,N-dimethyl-4-((2-(((1-methylcyclopentyl)(2-methylpyridin-3-yl)methyl)amino)-3,4-dioxocyclobut-1-en-1-yl)amino)picolinamide OC=1C(=NC=CC1NC1=C(C(C1=O)=O)N[C@@H](C=1C(=NC=CC1)C)C1(CCCC1)C)C(=O)N(C)C